C(CNC(CCCCCCCCCCC\C=C/CCCCCCCC)=O)NC(CCCCCCCCCCC\C=C/CCCCCCCC)=O N,N'-ethylenebis(erucamide)